2-((4-chlorobenzyl)oxy)-5-(3,5-dichloro-4-(trifluoromethyl)-1H-pyrrol-2-yl)pyridin-4-ol ClC1=CC=C(COC2=NC=C(C(=C2)O)C=2NC(=C(C2Cl)C(F)(F)F)Cl)C=C1